FC(F)(F)CC(=S)C1=CC=CC=C1 trifluoromethylphenyl-1-ethanethione